(S)-2-(N-[4-Amino-5-[4-(trifluoromethoxy)benzoyl]thiazol-2-yl]-4-fluoroanilino)propanamid NC=1N=C(SC1C(C1=CC=C(C=C1)OC(F)(F)F)=O)N(C1=CC=C(C=C1)F)[C@H](C(=O)N)C